FC1=C(C=CC(=C1)C=1C=NNC1)N1CCNCC1 4-(2-fluoro-4-(1H-pyrazol-4-yl)phenyl)piperazine